C1CCC2=C(C=3CCCC3C=C12)NC(=O)NS(=O)(=O)\C=C\CNCCC (E)-N-((1,2,3,5,6,7-hexahydro-s-indacen-4-yl)carbamoyl)-3-(propylamino)prop-1-ene-1-sulfonamide